6-(1-methyl-1H-Pyrazol-4-yl)-3-(3-methylureido)pyrazolo[1,5-a]pyridin-4-yl trifluoromethanesulfonate FC(S(=O)(=O)OC=1C=2N(C=C(C1)C=1C=NN(C1)C)N=CC2NC(=O)NC)(F)F